C(C)(C)OC1=C(N=CC=2N1N=C(N2)NC2CCNCC2)C=2C=NNC2 5-Isopropoxy-N-(piperidin-4-yl)-6-(1H-pyrazol-4-yl)-[1,2,4]triazolo[1,5-a]pyrazin-2-amine